2-bromo-3-methylpyridine BrC1=NC=CC=C1C